BrC=1C(=NN(C1)C)CBr 4-bromo-3-(bromomethyl)-1-methyl-1H-pyrazole